C(C)(=O)OCCCCCCCCCCC\C=C/CCI (12Z)-15-iodo-12-pentadecenyl acetate